C(C1=CC=CC=C1)N1C(C(NC2=CC=C(C=C12)F)=O)C(F)F 4-benzyl-3-(difluoromethyl)-6-fluoro-3,4-dihydroquinoxalinone